7-Isopropyl-3-methyl-2-oxo-2,3-dihydrobenzofuran-3-yl acetate C(C)(=O)OC1(C(OC2=C1C=CC=C2C(C)C)=O)C